C(C)(C)(C)OC([C@H](CC(=O)O)NC(CCCCCCCCCCCCCCCCC(=O)OC(C)(C)C)=O)=O (S)-4-(tert-butoxy)-3-(18-(tert-butoxy)-18-oxooctadecanoylamino)-4-oxobutanoic acid